[4-(5-tert-butyl-1,2,4-oxadiazol-3-yl)phenyl]-[6-(4,5,6,7-tetrahydroindazol-1-yl)-2-azaspiro[3.3]heptan-2-yl]methanone C(C)(C)(C)C1=NC(=NO1)C1=CC=C(C=C1)C(=O)N1CC2(C1)CC(C2)N2N=CC=1CCCCC21